ClC=1N=NC(=C2C1N(N=C2)C)N[C@@H]2C[C@@H](CN(C2)CC)O (3S,5R)-5-[(7-Chloro-1-methyl-pyrazolo[3,4-d]pyridazin-4-yl)amino]-1-ethyl-piperidin-3-ol